6-(4-(4-fluorophenyl)-1-isobutyl-1H-imidazol-5-yl)imidazo[1,2-a]pyridine-3-carbonitrile FC1=CC=C(C=C1)C=1N=CN(C1C=1C=CC=2N(C1)C(=CN2)C#N)CC(C)C